methyl 5-(3-chlorophenyl)-3-fluoropyridine-2-carboxylate ClC=1C=C(C=CC1)C=1C=C(C(=NC1)C(=O)OC)F